tetrahydropyrido[4,3-d]pyrimidin N1CNCC2=C1C=CN=C2